(Z)-N'-cyano-6-[(2R)-2-[5-fluoro-2-(methylsulfanyl)phenyl]pyrrolidin-1-yl]-N-[(3R)-oxan-3-yl]imidazo[1,2-b]pyridazine-3-carboximidamide C(#N)\N=C(/N[C@H]1COCCC1)\C1=CN=C2N1N=C(C=C2)N2[C@H](CCC2)C2=C(C=CC(=C2)F)SC